F[C@@]1(C[C@H](O)[C@@H](CO)O1)N1C=NC=2C(O)=NC=NC12 Fluoro-2'-deoxyinosine